OC12C3(C=C(C(C1C(NC2=O)=O)C3)C)C3=CC=CC=C3 hydroxyphenyl-5-methyl-5-norbornene-2,3-dicarboximide